4-(7-Chloro-8-fluoro-2-(((2R,7aS)-2-fluorotetrahydro-1H-pyrrolizin-7a(5H)-yl)methoxy)pyrido[4,3-d]pyrimidin-4-yl)-6-(fluoromethyl)-1,4-oxazepan-6-ol ClC1=C(C=2N=C(N=C(C2C=N1)N1CCOCC(C1)(O)CF)OC[C@]12CCCN2C[C@@H](C1)F)F